C(C)OC=1N=C(C(=NC1CC)C(=O)N)NC1=CC(=CC=C1)CCNC(CNC)=O 5-ethoxy-6-ethyl-3-((3-(2-(2-(methylamino)acetamido)ethyl)phenyl)amino)pyrazine-2-carboxamide